CC1NC(CC1C=1C(=C(C(=O)OC)C=CC1)F)C methyl 3-(2,5-dimethylpyrrolidin-3-yl)-2-fluorobenzoate